C(CCCCCCCCCCCCCCCCCCCCCCCCCCCCC)N=C=O n-triacontyl isocyanate